OC=1C=2N(C=C(N1)C)N=C(C2)C(=O)OCC ethyl 4-hydroxy-6-methylpyrazolo[1,5-a]pyrazine-2-carboxylate